[C@@H]1(C[C@H](O)[C@@H](CO)O1)N1C(=O)NC(=O)C(C)C1 5,6-Dihydrothymidine